tert-butyl 4-[7-({8-fluoro-2-methyl-[1,2,4]triazolo[1,5-a]pyridin-6-yl}carbamoyl)-2-methylindazol-4-yl]piperazine-1-carboxylate FC=1C=2N(C=C(C1)NC(=O)C1=CC=C(C3=CN(N=C13)C)N1CCN(CC1)C(=O)OC(C)(C)C)N=C(N2)C